di(n-butyl)tin sulfide C(CCC)[Sn](CCCC)=S